CC1(CC1)C=CC#N 3-(1-methylcyclopropyl)acrylonitrile